10,13-Dihydroxytetracosanoic acid OC(CCCCCCCCC(=O)O)CCC(CCCCCCCCCCC)O